ethyl (9Z)-21-(dimethylamino)triacont-9-enoate CN(C(CCCCCCCCCC\C=C/CCCCCCCC(=O)OCC)CCCCCCCCC)C